(S)-4-(5-(3-(1-(5-fluoro-3-methylbenzofuran-2-yl)-2-methylpropyl)ureido)nicotinoyl)piperazine-1-carboxylic acid tert-butyl ester C(C)(C)(C)OC(=O)N1CCN(CC1)C(C1=CN=CC(=C1)NC(=O)N[C@@H](C(C)C)C=1OC2=C(C1C)C=C(C=C2)F)=O